8-[1-[2-(difluoromethyl)-4-fluoro-anilino]ethyl]-3,6-dimethyl-2-tetrahydropyran-4-yl-quinazolin-4-one FC(C1=C(NC(C)C=2C=C(C=C3C(N(C(=NC23)C2CCOCC2)C)=O)C)C=CC(=C1)F)F